N-(4-aminophenyl)-2-hydroxybenzamide NC1=CC=C(C=C1)NC(C1=C(C=CC=C1)O)=O